NC=1C(=C(C=C2C=C(N=CC12)NC(O[C@@H]1CC=2N(C=NC2)C1)=O)C1=C(C2=C(OCCN2)N=C1)C)F (R)-6,7-Dihydro-5H-pyrrolo[1,2-c]imidazol-6-yl (8-amino-7-fluoro-6-(8-methyl-2,3-dihydro-1H-pyrido[2,3-b][1,4]oxazin-7-yl)isoquinolin-3-yl)carbamate